n-propyl-alumoxane C(CC)[Al]1OCCCC1